BrC1=C2C=NN(C2=CC2=C1C(C(C2)(F)F)(F)CC)C2OCCCC2 4-bromo-5-ethyl-5,6,6-trifluoro-1-(tetrahydro-2H-pyran-2-yl)-1,5,6,7-tetrahydrocyclopenta[f]indazole